ethoxytrihexyl-phosphorus C(C)O[P](CCCCCC)(CCCCCC)CCCCCC